OC1C(CS(C2=CC=CC=C12)(=O)=O)C1N2C(C3=CC=CC=C13)=CN=C2 4-hydroxy-3-(5H-imidazo[5,1-a]isoindol-5-yl)thiochroman 1,1-dioxide